N-(1-cyclohexyl-1,2,3,4-tetrahydroquinolin-3-yl)acrylamide Dimethyl-1-hydroxy-6-oxo-1,6-dihydropyridine-2,5-dicarboxylate COC(=O)C=1N(C(C(=CC1)C(=O)OC)=O)O.C1(CCCCC1)N1CC(CC2=CC=CC=C12)NC(C=C)=O